COC=1C=C(C=CC1)[C@@H]1CN(C[C@H]1NC(=O)NC1=C2C(=NN1C1=CC=CC=C1)CCC2)C(=O)OC(C)(C)C (trans)-tert-butyl 3-(3-methoxyphenyl)-4-(3-(2-phenyl-2,4,5,6-tetrahydrocyclopenta[c]pyrazol-3-yl)ureido)pyrrolidine-1-carboxylate